N1-Cyclopropyl-5-(methylsulfonyl)benzene-1,2-diamine C1(CC1)NC=1C(=CC=C(C1)S(=O)(=O)C)N